5-chloro-4-(8-fluoro-2-(((2R,7aS)-2-fluorohexahydro-1H-pyrrolizin-7a-yl)methoxy)-4-(methyl((R)-pyrrolidin-3-yl)amino)pyrido[4,3-d]pyrimidin-7-yl)naphthalen-2-ol ClC1=C2C(=CC(=CC2=CC=C1)O)C1=C(C=2N=C(N=C(C2C=N1)N([C@H]1CNCC1)C)OC[C@]12CCCN2C[C@@H](C1)F)F